5-Amino-1-isopropyl-3-[6-[1-methyl-2-oxo-2-[[5-(2,2,2-trifluoro-1,1-dimethyl-ethyl)isoxazol-3-yl]amino]ethyl]-3-pyridyl]pyrazole-4-carboxamide NC1=C(C(=NN1C(C)C)C=1C=NC(=CC1)C(C(NC1=NOC(=C1)C(C(F)(F)F)(C)C)=O)C)C(=O)N